(1H-benzimidazol-5-ylamino)[4-(thiophen-3-yl)phenyl]acetonitrile N1C=NC2=C1C=CC(=C2)NC(C#N)C2=CC=C(C=C2)C2=CSC=C2